FC1=CC=C(C=C1)C#CCO 3-(4-fluorophenyl)-2-propyne-1-ol